BrC1=C2CCN(CC2=CC(=C1)NC=1N=NC(=C(N1)NC1=NC=CC=C1Cl)C(=O)N)C ((5-bromo-2-methyl-1,2,3,4-tetrahydroisoquinolin-7-yl)amino)-5-((3-chloropyridin-2-yl)amino)-1,2,4-triazine-6-carboxamide